2'-cyano-3,4'-bipyridin C(#N)C1=NC=CC(=C1)C=1C=NC=CC1